FC1=CC=C(C=C1)S(=O)(C)=NC1=NC(=C(C2=CC3=C(C=C12)NN=C3)C3=CC=C(C=C3)F)C(C)C (4-fluorophenyl)((5-(4-fluorophenyl)-6-isopropyl-1H-pyrazolo[4,3-g]isoquinolin-8-yl)imino)(methyl)-λ6-sulfanone